strontium trifluoromethylsulfonate FC(F)(F)S(=O)(=O)[O-].[Sr+2].FC(F)(F)S(=O)(=O)[O-]